dicyclopentenyl(3-ethyl-3-oxetanylmethyl)ether C1(=CCCC1)C(C1(COC1)CC)(C1=CCCC1)OC(C1=CCCC1)(C1=CCCC1)C1(COC1)CC